N-(ethylcarbonyl)succinimide C(C)C(=O)N1C(CCC1=O)=O